ClC=1C2=C(C(=NN1)N[C@H]1CNCCC1)CCCCC2 (R)-3-((4-Chloro-6,7,8,9-tetrahydro-5H-cyclohepta[d]pyridazin-1-yl)amino)piperidine